4-[5-[3,5-bis(trifluoromethyl)phenyl]-5-trifluoromethyl-4,5-dihydroisoxazol-3-yl]-N-(2,2,2-trifluoroethyl)benzoic acid amide FC(C=1C=C(C=C(C1)C(F)(F)F)C1(CC(=NO1)C1=CC=C(C(=O)NCC(F)(F)F)C=C1)C(F)(F)F)(F)F